C1(=CC=CC=C1)CCCC(=O)O 4-phenyl-butyric acid